FC=1N=C(SC1CN1[C@H](C[C@H](C1)OC1=NC=NC2=CC=C(C=C12)F)C)NC(C)=O N-(4-fluoro-5-(((2S,4R)-4-((6-fluoroquinazolin-4-yl)oxy)-2-methylpyrrolidin-1-yl)methyl)thiazol-2-yl)acetamide